5-Chloro-2-(tributylstannyl)pyridin ClC=1C=CC(=NC1)[Sn](CCCC)(CCCC)CCCC